FC(C1=NN(C=C1)C1CCN(CC1)C(=O)OC(C)(C)C)F tert-Butyl 4-(3-(difluoromethyl)-1H-pyrazol-1-yl)piperidine-1-carboxylate